P(O)(O)O.C1(CCCCCN1)=O.C1(CCCCCN1)=O.C1(CCCCCN1)=O tricaprolactam phosphite